ClC1=C(C(=O)NC(C(=O)O)CC=2C=CC(=C3C=CC=NC23)C=2C(N(C=CC2C)C)=O)C(=CC=C1)Cl 2-(2,6-dichlorobenzoylamino)-3-(5-(1,4-dimethyl-2-oxo-1,2-dihydropyridin-3-yl)quinolin-8-yl)propionic acid